(R)-2-acetyl-N-((1S,2R)-2-(6-fluoro-2,3-dimethylphenyl)-1-(5-oxo-4,5-dihydro-1,3,4-oxadiazol-2-yl)propyl)piperidine-1-sulfonamide C(C)(=O)[C@@H]1N(CCCC1)S(=O)(=O)N[C@@H]([C@H](C)C1=C(C(=CC=C1F)C)C)C=1OC(NN1)=O